N,N-dimethyl-1,4-oxazepan-6-amine CN(C1CNCCOC1)C